C(\C=C\C1=CC(OC)=C(O)C=C1)(=O)N ferulamide